IC([C@H](N)C(=O)O)C1=CC=CC=C1 β-iodophenylalanine